C(C1=CC=CC=C1)OC(=O)NCC(=O)NCC(=O)O N-(benzyloxycarbonyl)-glycylglycine